ClC1=C(C=CC(=C1)OC)C1=CC(=CC(=N1)N1N=CC=2C(=NC(=CC21)C=2C=NC=CC2OC)C)N2[C@@H]([C@H](C2)CS(=O)(=O)C)C 1-(6-(2-chloro-4-methoxyphenyl)-4-((2R,3S)-2-methyl-3-((methylsulfonyl)methyl)azetidin-1-yl)pyridin-2-yl)-6-(4-methoxypyridin-3-yl)-4-methyl-1H-pyrazolo[4,3-c]pyridine